C(C)(C)(C)OC(N(CC1=CC=C(C=C1)OC)C1=NC=CC(=C1)CCO)=O [4-(2-hydroxyethyl)pyridin-2-yl](4-methoxybenzyl)carbamic acid tert-butyl ester